FC1=CC=C(N=N1)C1=CC=C(C=2N=CSC21)C=2C=NN(C2)C2OCCCC2 7-(6-fluoropyridazin-3-yl)-4-[1-(oxan-2-yl)pyrazol-4-yl]1,3-benzothiazole